(2-(ethoxycarbonyl)-1-methyl-1H-imidazol-5-yl)boronic acid C(C)OC(=O)C=1N(C(=CN1)B(O)O)C